(S)-2-fluoro-4-(3-(2-fluoro-4-(3-methoxypyrrolidin-1-yl)phenyl)-7-(2,7-diazaspiro[3.5]nonan-7-yl)-3H-imidazo[4,5-b]pyridin-2-yl)benzonitrile FC1=C(C#N)C=CC(=C1)C1=NC=2C(=NC=CC2N2CCC3(CNC3)CC2)N1C1=C(C=C(C=C1)N1C[C@H](CC1)OC)F